Cl.N1=NC(=CC=C1)C1=C2CCOC(C2=CC=C1)CN (5-(Pyridazin-3-yl)isochroman-1-yl)methanamine hydrochloride salt